CCN(C)C(=O)OC1=CC=CC(=C1)[C@H](C)N(C)C.[C@@H]([C@H](C(=O)O)O)(C(=O)O)O The molecule is a tartrate salt obtained by reaction of rivastigmine with one equivalent of (R,R)-tartaric acid. A reversible cholinesterase inhibitor. It has a role as a cholinergic drug, an EC 3.1.1.8 (cholinesterase) inhibitor and a neuroprotective agent. It contains a rivastigmine(1+).